BrC=1SC=2CN([C@@H](CC2N1)C)C(=O)C1=NC2=C(N1)C(=CC=C2)Cl (R)-(2-Bromo-6-methyl-6,7-dihydrothiazolo[5,4-c]pyridin-5(4H)-yl)(7-chloro-1H-benzo[d]imidazol-2-yl)methanone